N=C1N[C@H]2[C@@H](N1)CS[C@H]2CCCCC(=O)N 5-((3aS,4S,6aR)-2-Iminohexahydro-1H-thieno[3,4-d]imidazol-4-yl)pentanamide